2-trifluoromethylbenzyl azide FC(C1=C(CN=[N+]=[N-])C=CC=C1)(F)F